5-(2,4-dimethoxypyrimidin-5-yl)-4-methyloxazole COC1=NC=C(C(=N1)OC)C1=C(N=CO1)C